5-((1S,2S)-2-((cyclopropylmethyl)amino)cyclopropyl)-N-(tetrahydro-2H-pyran-4-yl)thiophene-3-carboxamide Hydrochloride Cl.C1(CC1)CN[C@@H]1[C@H](C1)C1=CC(=CS1)C(=O)NC1CCOCC1